CS(=O)(=O)OC1=C(C=C(C=C1C)NC(=O)NC1=CC(=C(C(=C1)C)OS(=O)(=O)C)C)C N,N'-di-[4-(methanesulfonyloxy)-3,5-dimethyl-phenyl]urea